N1C(=NC2=C1C=CC=C2)CNC2=NN(C1=NC(=CN=C12)C)C1CCN(CC1)C N-[(1H-benzimidazol-2-yl)methyl]-6-methyl-1-(1-methylpiperidin-4-yl)-1H-pyrazolo[3,4-b]pyrazin-3-amine